tert-butyl (1-((4-((1-benzhydrylazetidin-3-yl)oxy)phenyl)sulfonyl)piperidin-4-yl)carbamate C(C1=CC=CC=C1)(C1=CC=CC=C1)N1CC(C1)OC1=CC=C(C=C1)S(=O)(=O)N1CCC(CC1)NC(OC(C)(C)C)=O